CN(C(C#CC(=O)N1CCC1)(C)C)C 1-(4-(dimethylamino)-4-methylpent-2-ynoyl)azetidin